Bismuth (III) telluride [Bi+]=[Te]